C(C)(C)(C)OC(=O)N1C(=C(C=2N=C(SC21)CO)C(C)C)C=2C(=C(C=1N(C2)N=CN1)C)C 5-(7,8-dimethyl-[1,2,4]triazolo[1,5-a]pyridin-6-yl)-2-(hydroxymethyl)-6-isopropyl-4H-pyrrolo[3,2-d]thiazole-4-carboxylic acid tert-butyl ester